BrC1=CC=C(C=C1)[C@@H]1CCC(N(C1)[C@H](CO)C1=CC=CC=C1)=O (S)-5-(4-bromophenyl)-1-((S)-2-hydroxy-1-phenylethyl)piperidin-2-one